6'-bromo-5'-fluoro-2',3'-dihydro-4'H-spiro[cyclopropane-1,1'-naphthalen]-4'-one BrC=1C(=C2C(CCC3(C2=CC1)CC3)=O)F